tert-butyl 4-(((5-(5-(difluoromethyl)-1,3,4-oxadiazol-2-yl) pyridin-2-yl) methyl) (3-fluorophenyl) carbamoyl)-4-fluoropiperidine-1-carboxylate FC(C1=NN=C(O1)C=1C=CC(=NC1)CN(C(=O)C1(CCN(CC1)C(=O)OC(C)(C)C)F)C1=CC(=CC=C1)F)F